2-(phenylacetamido)acetic acid C1(=CC=CC=C1)CC(=O)NCC(=O)O